Mentholyl Acrylate C(C=C)(=O)OC1(CC(C(CC1)C(C)C)O)C